ethyl 2-(4-hydroxy-3-methoxyphenyl)acetate (ethyl homovanillate) C(C)C(C(=O)O)C1=CC(OC)=C(O)C=C1.OC1=C(C=C(C=C1)CC(=O)OCC)OC